C(C)(C)(C)C1=CC(=C(C=C1)C1=NC(=C(C(=N1)NCC1=CC=C(C=C1)OC)C(=O)OCC)C)C#N ethyl 2-(4-(tert-butyl)-2-cyanophenyl)-4-((4-methoxybenzyl)amino)-6-methylpyrimidine-5-carboxylate